2-(2-furyl)-4-(diphenylphosphinoyl)-4H-chromene O1C(=CC=C1)C=1OC2=CC=CC=C2C(C1)P(=O)(C1=CC=CC=C1)C1=CC=CC=C1